FC(CCO)(C(C(C(C=CC(C(C(C(F)(F)F)(F)F)(F)F)(F)F)(F)F)(F)F)(F)F)F 3,3,4,4,5,5,6,6,9,9,10,10,11,11,12,12,12-heptadecafluoro-7-dodecen-1-ol